2-Ethyl-N-[4-[(E)-3-[4-[2-hydroxyethyl(methyl)amino]phenyl]prop-2-enoyl]phenyl]hexanamide C(C)C(C(=O)NC1=CC=C(C=C1)C(\C=C\C1=CC=C(C=C1)N(C)CCO)=O)CCCC